BrCC(=O)C1=CC=C(S1)CCN1C(C(CC1)O)=O 1-(2-(5-(2-bromoacetyl)thiophen-2-yl)ethyl)-3-hydroxypyrrolidin-2-one